The molecule is a HETE having a (5S)-hydroxy group and (6E)-, (8Z)-, (11Z)- and (14Z)-double bonds. It has a role as a human metabolite and a mouse metabolite. It derives from an icosa-6,8,11,14-tetraenoic acid. It is a conjugate acid of a 5(S)-HETE(1-). CCCCC/C=C\\C/C=C\\C/C=C\\C=C\\[C@H](CCCC(=O)O)O